2-hydroxyethyl-N-octadecyl-ammonium OCC[NH2+]CCCCCCCCCCCCCCCCCC